C(C1CO1)C1=CC(=CC=C1)CC1CO1 m-bis(2,3-epoxypropyl)benzene